C(C)(C)(C)OC(=O)N1[C@H](CC[C@@H](C1)NC(C1=CC(=C(C=C1)C)C)=O)C=1OC(=NN1)OCCOC(F)(F)F (2r,5s)-5-(3,4-dimethylbenzamido)-2-{5-[2-(trifluoromethoxy)ethoxy]-1,3,4-oxadiazol-2-yl}piperidine-1-carboxylic acid tert-butyl ester